4-((R or S)-4-((1R,5S)-3,8-diazabicyclo[3.2.1]octan-3-yl)-2-(3-(dimethylamino)propoxy)-8-fluoro-6-methylquinazolin-7-yl)naphthalen-2-ol hydrochloride Cl.[C@H]12CN(C[C@H](CC1)N2)C2=NC(=NC1=C(C(=C(C=C21)C)C2=CC(=CC1=CC=CC=C21)O)F)OCCCN(C)C